6-[4-[2-fluoro-5-[(8-methoxy-4-oxo-7-prop-1-ynyl-3H-phthalazin-1-yl)methyl]benzoyl]piperazin-1-yl]pyridine-3-carbonitrile FC1=C(C(=O)N2CCN(CC2)C2=CC=C(C=N2)C#N)C=C(C=C1)CC1=NNC(C2=CC=C(C(=C12)OC)C#CC)=O